ClC=1C=C(C=CC1Cl)C=1N(C(=C(C(C1C(=O)O)=O)C1=CC=[NH+]C=C1)C)CC 2-(3,4-dichlorophenyl)-1-ethyl-6-methyl-4-oxo-5-pyridin-1-ium-4-yl-pyridine-3-carboxylic acid